3-benzoyl-1-[4-hydroxy-5-(tert-butyldimethylsilyloxymethyl)tetrahydrofuran-2-yl]-5-methylpyrimidine-2,4(1H,3H)-dione C(C1=CC=CC=C1)(=O)N1C(N(C=C(C1=O)C)C1OC(C(C1)O)CO[Si](C)(C)C(C)(C)C)=O